FC1=C(C=CC=C1)NCC(O)C=1NC(NC1)=S 4-[2-(2-Fluorophenylamino)-1-hydroxyethyl]-1,3-dihydroimidazole-2-thione